CN(N)C1=NC=CC=N1 2-methyl-2-(pyrimidin-2-yl)hydrazine